(R)-N-((R)-1-(5-amino-2-fluoro-3-(trifluoromethyl)phenyl)ethyl)-6-bromo-2-methyl-2,3-dihydroimidazo[1,2-a]pyridine-8-carboxamide NC=1C=C(C(=C(C1)[C@@H](C)NC(=O)C=1C=2N(C=C(C1)Br)C[C@H](N2)C)F)C(F)(F)F